Hydromorphon Hydrochlorid Cl.C1=CC(O)=C2C=3[C@@]45[C@@H](O2)C(=O)CC[C@H]4[C@@H](CC13)N(C)CC5